FC1=C2C(NN=C(C2=C(C=C1)F)C1=CC2=C(NC(=N2)NC(OC2CC2)=O)C=C1)=O Cyclopropyl (5-(5,8-difluoro-4-oxo-3,4-dihydrophthalazin-1-yl)-1H-benzimidazol-2-yl)carbamate